FC1=C(COC2=CC=CC=N2)C=CC=C1F 6-[(2,3-difluorobenzyl)oxy]pyridin